N-(2-propyn-1-yl)propionamide C(C#C)NC(CC)=O